[Li].CN1C(=NC=C1)C(=O)N 1-methylimidazolamide lithium